4-[4,6-dibromo-1-(2-trimethylsilylethoxymethyl)-1H-indazol-3-yl]piperidine-1-carboxylic acid tert-butyl ester C(C)(C)(C)OC(=O)N1CCC(CC1)C1=NN(C2=CC(=CC(=C12)Br)Br)COCC[Si](C)(C)C